C(C)(=O)C1=CC=C2C(N(C(C2=C1)=O)CC1=CC=C(C=C1)Br)(O)C1=CC=C(C=C1)Cl 6-acetyl-2-(4-bromophenylmethyl)-3-(4-chlorophenyl)-3-hydroxyisoindolin-1-one